9-(2-cyclohexylethoxy)-6-isopropyl-2-oxo-10-(thiazol-2-yl)-6,7-dihydro-2H-pyrido[2,1-a]isoquinoline-3-carboxylic acid C1(CCCCC1)CCOC=1C=C2CC(N3C(C2=CC1C=1SC=CN1)=CC(C(=C3)C(=O)O)=O)C(C)C